[Na+].N[C@@H](C)C(=O)[O-] alanine monosodium salt